COC(=O)C1=CN(C(=C1)C1=NC=C(C=C1OC)F)C 5-(5-fluoro-3-methoxypyridin-2-yl)-1-methylpyrrole-3-carboxylic acid methyl ester